O1COC2=C1C=CC(=C2)NC2=NC=C(C=N2)C 2-(benzo[d][1,3]dioxol-5-ylamino)-5-methylpyrimidine